CN(C(C1=CC=C(C=C1)OC)=O)C N,N-dimethyl-4-methoxybenzamide